5-[(4-fluorophenyl)methyl]-2,3,3a,4,6,6a-hexahydro-1H-pyrrolo[3,4-c]pyrrole FC1=CC=C(C=C1)CN1CC2C(C1)CNC2